S-nitroso-N-acetylcysteine CC(=O)N[C@@H](CSN=O)C(=O)O